3-([1,1'-Biphenyl]-4-yl)-5-(4-(4-methylpiperazin-1-yl)phenyl)-1H-pyrazolo[3,4-b]pyridine C1(=CC=C(C=C1)C1=NNC2=NC=C(C=C21)C2=CC=C(C=C2)N2CCN(CC2)C)C2=CC=CC=C2